tert-butyl (S)-7-(4-fluorobenzyl)-2-methyl-6-(2-morpholinoethoxy)-2,3-dihydro-1H-pyrido[2,3-b][1,4]oxazine-1-carboxylate FC1=CC=C(CC2=CC3=C(OC[C@@H](N3C(=O)OC(C)(C)C)C)N=C2OCCN2CCOCC2)C=C1